C1(=CC=CC=C1)C(C)(C)N1[C@@H](CN(C[C@@H]1C=C)C(=O)OC(C)(C)C)C=C tert-butyl (3R,5S)-4-(2-phenylpropan-2-yl)-3,5-divinylpiperazine-1-carboxylate